β-trityl-asparagine C(C1=CC=CC=C1)(C1=CC=CC=C1)(C1=CC=CC=C1)C([C@H](N)C(=O)O)C(N)=O